4-[(1-methylpiperidin-4-yl)oxy]aniline CN1CCC(CC1)OC1=CC=C(N)C=C1